5-amino-2,4,6-triiodoisophthalic acid monomethyl ester COC(C1=C(C(C(=O)O)=C(C(=C1I)N)I)I)=O